OC[C@H](C1=CC=CC=C1)NC1=NC(=NC=C1C1=NC=NO1)NC1=CC=C2C(=N1)C(NC2=O)(C)C (S)-2-((4-((2-hydroxy-1-phenylethyl)amino)-5-(1,2,4-oxadiazol-5-yl)pyrimidin-2-yl)amino)-7,7-dimethyl-6,7-dihydro-5H-pyrrolo[3,4-b]pyridin-5-one